(S)-[7-(1-methylpyrazol-4-yl)-1,2,3,4-tetrahydro-1,5-naphthyridin-3-yl]-phenyl-methanamine CN1N=CC(=C1)C1=CN=C2CC(CNC2=C1)[C@H](N)C1=CC=CC=C1